(S)-3-(2-(4-(3-chlorophenyl)piperazin-1-yl)ethyl)-1-oxo-2,8-diazaspiro[4.5]decane-8-carboxylic acid tert-butyl ester C(C)(C)(C)OC(=O)N1CCC2(C[C@H](NC2=O)CCN2CCN(CC2)C2=CC(=CC=C2)Cl)CC1